tert-butyl 1-methyl-3-(((methylsulfonyl) oxy) methyl)-1H-pyrazole-5-carboxylate CN1N=C(C=C1C(=O)OC(C)(C)C)COS(=O)(=O)C